6-chloro-N-[(3R)-1-ethyl-3-piperidinyl]-4-methyl-pyridazin-3-amine ClC1=CC(=C(N=N1)N[C@H]1CN(CCC1)CC)C